CC1(OC(C(O1)N)F)C 2,2-dimethyl-5-fluoro-1,3-dioxolane-4-amine